C(C1=CC=CC=C1)N1C2=C(SCC1=O)C=CC(=C2)CNC(=O)NC2=CC=C1C=CNC1=C2 1-((4-benzyl-3-oxo-3,4-dihydro-2H-benzo[b][1,4]thiazin-6-yl)methyl)-3-(1H-indol-6-yl)urea